3-decyl-6,7-dihydrothieno[2'',3'':4',5']pyrimido[1',2':1,2]pyrido[3,4-b]indol-4(12H)-one C(CCCCCCCCC)C1=CSC=2N=C3N(CCC4=C3NC3=CC=CC=C43)C(C21)=O